C(=C)C=1C=C2C=CC(=CC2=CC1)C(C(=O)N)C (6-vinyl-naphthalene-2-yl)propionamide